CC1=CN=C(O1)C1=C(N)C=CC=C1 2-(5-methyl-2-oxazolyl)aniline